C1(CC1)C=1C(=C2C(C(N(C2=C(C1)F)CC(=O)N[C@H]([C@@H](CC(=O)O)C(F)(F)F)C)=O)(C)C)F (3R,4S)-4-(2-(5-cyclopropyl-4,7-difluoro-3,3-dimethyl-2-oxoindol-1-yl)acetamido)-3-(trifluoromethyl)pentanoic acid